5-(7-fluoro-1-methoxyisoquinolin-3-yl)tetrahydrofuran-3-ol FC1=CC=C2C=C(N=C(C2=C1)OC)C1CC(CO1)O